FC=1C=CC(=C(C1)C(=O)N1[C@@H]2[C@H](CCC1)CNC2)N2N=CC=N2 (5-fluoro-2-(2H-1,2,3-triazol-2-yl)phenyl)((4aR,7aR)-Octahydro-1H-pyrrolo[3,4-b]pyridin-1-yl)methanone